2,3,4,6-tetra-O-benzoyl-D-glucopyranosyl trichloroacetimidate ClC(C(OC1[C@H](OC(C2=CC=CC=C2)=O)[C@@H](OC(C2=CC=CC=C2)=O)[C@H](OC(C2=CC=CC=C2)=O)[C@H](O1)COC(C1=CC=CC=C1)=O)=N)(Cl)Cl